[Li+].CC([O-])C.[Al+3].CC([O-])C.CC([O-])C.CC([O-])C aluminum isopropoxide, lithium salt